2,4,5,6-tetra(9H-carbazol-9-yl)-1,3-dicyanobenzene C1=CC=CC=2C3=CC=CC=C3N(C12)C1=C(C(=C(C(=C1C#N)N1C2=CC=CC=C2C=2C=CC=CC12)N1C2=CC=CC=C2C=2C=CC=CC12)N1C2=CC=CC=C2C=2C=CC=CC12)C#N